O1CCC2=C1C(=CC=C2)N(C(=O)C=2C=C(C=1N(C2)C(=CN1)C=1C=CC(=NC1)NC(OC)=O)C)C methyl N-[5-[6-[2,3-dihydrobenzofuran-7-yl(methyl)carbamoyl]-8-methyl-imidazo[1,2-a]pyridin-3-yl]-2-pyridyl]carbamate